C1(=CC=C(C=C1)C=1C=C(C2=CC=CC=C2C1N)S(=O)(=O)O)C1=CC=C(C=C1)C=1C=C(C2=CC=CC=C2C1N)S(=O)(=O)O 3,3'-([1,1'-biphenyl]-4,4'-diyl)bis(4-aminonaphthalene-1-sulfonic acid)